FC(N1N=C(C(=C1)C=1C=C2CN(C(C2=CC1)=O)C1C(NC(CC1)=O)=O)C1=CC(=C(C=C1)OC)F)F 3-(5-(1-(Difluoromethyl)-3-(3-fluoro-4-methoxyphenyl)-1H-pyrazol-4-yl)-1-oxoisoindolin-2-yl)piperidine-2,6-dione